Cl.C(=O)CCP (2-formylethyl)phosphine Hydrochloride